BrC=1C=CC(=C(C=O)C1)N1C[C@H](OCC1)C (R)-5-bromo-2-(2-methylmorpholino)benzaldehyde